methyl-(1,1-difluoro-spiro[2.3]hex-5-yl)-amide C[N-]C1CC2(CC2(F)F)C1